6-(4-methoxyphenyl)-2-(methylthio)pyrido[2,3-d]pyrimidin-7(8H)-one COC1=CC=C(C=C1)C1=CC2=C(N=C(N=C2)SC)NC1=O